FC=1C=C(C(=NC1)OC)S(=O)(=O)Cl 5-fluoro-2-methoxypyridine-3-sulfonylchloride